2-{[2-chloro-5-(trifluoromethyl)pyridin-4-yl]amino}-N-methylbenzamide ClC1=NC=C(C(=C1)NC1=C(C(=O)NC)C=CC=C1)C(F)(F)F